FC(C(C(CC(F)(F)F)=O)(F)F)(F)F 1,1,1,2,2,5,5,5-octafluoro-3-pentanone